1-((methylamino)methyl)cyclopropylcarbamic acid tert-butyl ester C(C)(C)(C)OC(NC1(CC1)CNC)=O